pyridoxal sulphate S(=O)(=O)(O)OCC=1C(=C(C(=NC1)C)O)C=O